6-hydroxy-2-thiaspiro[3.3]heptane 2,2-dioxide OC1CC2(CS(C2)(=O)=O)C1